(S)-tert-Butyl 3-(4-(2-((5-bromo-4-chloro-2-methoxyphenyl)amino)propanoyl)piperazin-1-yl)azetidine-1-carboxylate BrC=1C(=CC(=C(C1)N[C@H](C(=O)N1CCN(CC1)C1CN(C1)C(=O)OC(C)(C)C)C)OC)Cl